O1CCN(CC1)C=1C=CC=2N(C1)N=CN2 6-morpholino-[1,2,4]triazolo[1,5-a]pyridin